5-fluoro-2-(((3S,4R)-3-hydroxytetrahydro-2H-pyran-4-ylamino)pyrimidin-4-yl)-4-isopropylquinoline-3-carboxylate FC1=C2C(=C(C(=NC2=CC=C1)C1=NC(=NC=C1)N[C@H]1[C@@H](COCC1)O)C(=O)[O-])C(C)C